COC(=O)C12CC(C1)(C2)C(NC2=NC=C(N=C2)Br)=O 3-(5-bromo-pyrazin-2-ylcarbamoyl)-bicyclo[1.1.1]pentane-1-carboxylic acid methyl ester